4-{3-(hydroxydimethylsilyl)-1-propynyl}phenyldiphenylsulfonium triflate [O-]S(=O)(=O)C(F)(F)F.O[Si](CC#CC1=CC=C(C=C1)[S+](C1=CC=CC=C1)C1=CC=CC=C1)(C)C